4-isobutyl-2,6-dioxopiperidine-3,5-dicarbonitrile C(C(C)C)C1C(C(NC(C1C#N)=O)=O)C#N